CC(C)(CCCCC(CCCC)C)C 2,2,7-trimethylundecane